NC1=NC(=C(C=2N1N=C(N2)C(C2=CC=CC=C2)O)Br)C=2C=C(C#N)C=CC2 3-(5-amino-8-bromo-2-(hydroxy(phenyl)methyl)-[1,2,4]triazolo[1,5-C]pyrimidin-7-yl)benzonitrile